C(C)(C)C1=C(NC2=CC=C(C=C12)C1CCN(CC1)C(C)C)C=1C=C(C=2N(C1)N=C(N2)C)C 6-(3-isopropyl-5-(1-isopropylpiperidin-4-yl)-1H-indol-2-yl)-2,8-dimethyl-[1,2,4]triazolo[1,5-a]pyridine